methyl 2-[(4-{1-[(4-cyanophenyl)methoxy]-1H-pyrazol-3-yl}piperidin-1-yl)methyl]-1-[(1-ethyl-1H-imidazol-5-yl)methyl]-1H-benzimidazole-6-carboxylate C(#N)C1=CC=C(C=C1)CON1N=C(C=C1)C1CCN(CC1)CC1=NC2=C(N1CC1=CN=CN1CC)C=C(C=C2)C(=O)OC